S(C#N)CSC=1SC2=C(N1)C=CC=C2 2-(thiocyanato-methylthio)benzothiazole